7-bromo-N-((R)-1-((cis)-4-(6-fluoroquinolin-4-yl)cyclohexyl)propan-2-yl)quinazolin-4-amine BrC1=CC=C2C(=NC=NC2=C1)N[C@@H](C[C@@H]1CC[C@@H](CC1)C1=CC=NC2=CC=C(C=C12)F)C